Tert-butyl 5-(2,2,2-trifluoroethyl)isoindoline-2-carboxylate FC(CC=1C=C2CN(CC2=CC1)C(=O)OC(C)(C)C)(F)F